6-(4,4-difluoropiperidin-1-yl)-5-methylpyridin FC1(CCN(CC1)C1=C(C=CC=N1)C)F